(4-(2-fluoroprop-2-yl)cyclohexyl)methanol FC(C)(C)C1CCC(CC1)CO